Spiro[cycloheptane-1,4'(1'H)-[1,3,5]triazino[1,2-a]benzimidazol]-2'-amine N1C(=NC2(N3C1=NC1=C3C=CC=C1)CCCCCC2)N